6-ethylsulfonyl-2-iodopyridin-3-ol C(C)S(=O)(=O)C1=CC=C(C(=N1)I)O